2-fluoro-N-[3-fluoro-4-(1,2,3,6-tetrahydro-pyridin-4-yl)-phenyl]-6-methyl-4-(1,2,3,6-tetrahydro-pyridin-4-yl)-benzamide 2HCl Cl.Cl.FC1=C(C(=O)NC2=CC(=C(C=C2)C=2CCNCC2)F)C(=CC(=C1)C=1CCNCC1)C